C(C1=CC=CC=C1)OC(=O)N1C(CC(CC1)CN[C@H]1[C@@H](C1)C=1C=C2CCNC2=CC1)F fluoro-4-(((trans-2-(indolin-5-yl)cyclopropyl)amino)methyl)piperidine-1-carboxylic acid benzyl ester